1-(4-chlorobenzyl)-3-(4-((methyl(2-oxopyrrolidin-3-yl)amino)methyl)phenyl)urea ClC1=CC=C(CNC(=O)NC2=CC=C(C=C2)CN(C2C(NCC2)=O)C)C=C1